(E)-1-(((4-((2-(aminomethyl)-3-fluoroallyl)oxy)phenyl)sulfonyl)methyl)-4-isopropylpiperazin-2-one NC/C(/COC1=CC=C(C=C1)S(=O)(=O)CN1C(CN(CC1)C(C)C)=O)=C\F